CC1=C(C=CC=C1COCC#C)C1=CC=CC=C1 2-methyl-3-(2-propynyloxy)methylbiphenyl